4-(2-((tetrahydrofuran-2-yl)methoxy)-6-(4-(m-tolyl)thiazol-2-yl)pyrimidin-4-yl)morpholine O1C(CCC1)COC1=NC(=CC(=N1)N1CCOCC1)C=1SC=C(N1)C=1C=C(C=CC1)C